(S)-N-(4-(1,5-dimethyl-6-oxo-1,6-dihydropyridin-3-yl)-2-((2-ethoxypropyl)amino)phenyl)-3,3-difluorocyclobutane-1-carboxamide CN1C=C(C=C(C1=O)C)C1=CC(=C(C=C1)NC(=O)C1CC(C1)(F)F)NC[C@H](C)OCC